tert-butyl-(4-methyl-1-(1-trityl-1H-pyrazolo[4,3-b]pyridin-6-yl)piperidin-4-amine) carbamate C(N)(O)=O.C(C)(C)(C)C1N(CCC(C1)(N)C)C=1C=C2C(=NC1)C=NN2C(C2=CC=CC=C2)(C2=CC=CC=C2)C2=CC=CC=C2